N(=[N+]=[N-])CCOC(=O)N[C@@H](CCCCN)C(=O)O ((2-azidoethoxy)-carbonyl)-L-lysine